C(C(C)C)(=O)OC(CC)C 3-butyl isobutyrate